4-(4-Fluorophenyl)-6-methyl-1,6-dihydro-7H-pyrazolo[3,4-c]pyridin-7-one FC1=CC=C(C=C1)C=1C2=C(C(N(C1)C)=O)NN=C2